NC1=C2C(=NC=N1)N(N=C2C=2NC1=CC(=CC=C1C2Cl)C(=O)NCCS(=O)(=O)C)C(C)(C)C 2-{4-amino-1-tert-butyl-1H-pyrazolo[3,4-d]pyrimidin-3-yl}-3-chloro-N-(2-methanesulfonylethyl)-1H-indole-6-carboxamide